tert-Butyl 4-(2-((5-fluoro-4-(8-fluoro-4-isopropyl-3,4-dihydro-2H-benzo[b][1,4]oxazin-6-yl)pyrimidin-2-yl)amino)pyridin-4-yl)-1,4-diazepane-1-carboxylate FC=1C(=NC(=NC1)NC1=NC=CC(=C1)N1CCN(CCC1)C(=O)OC(C)(C)C)C1=CC2=C(OCCN2C(C)C)C(=C1)F